(R)-(1,3-dimethyl-azetidin-3-yl)-(4-isopropyl-phenyl)-{6-[(S)-(tetrahydro-furan-3-yl)oxy]-pyridazin-4-yl}-methanol CN1CC(C1)(C)[C@@](O)(C1=CN=NC(=C1)O[C@@H]1COCC1)C1=CC=C(C=C1)C(C)C